CC=1C(=NN(C1)C1=NC(=CC=C1[C@@H]1OC[C@H](C1)C#N)C=1C=NN2C1C=CC(=C2)OC=2N=NC(=CC2)C)C#N |r| methyl-1-[6-[6-(6-methylpyridazin-3-yl)oxypyrazolo[1,5-a]pyridin-3-yl]-3-[rac-(2R,4R)-4-cyanooxolan-2-yl]pyridin-2-yl]pyrazole-3-carbonitrile